methyl 2-(1-(4-chlorophenyl)-1H-pyrazole-4-sulfonamido)-5-(((1-(4-(1-(4-chlorophenyl)-1H-pyrazole-4-sulfonamido)-3-(methoxycarbonyl)benzyl)azetidin-3-yl)oxy)methyl)benzoate ClC1=CC=C(C=C1)N1N=CC(=C1)S(=O)(=O)NC1=C(C(=O)OC)C=C(C=C1)COC1CN(C1)CC1=CC(=C(C=C1)NS(=O)(=O)C=1C=NN(C1)C1=CC=C(C=C1)Cl)C(=O)OC